tert-butyl-5-bromo-2,3-dihydro-1H-indene C(C)(C)(C)C1CCC2=CC(=CC=C12)Br